CC1=NOC(=C1)C(=O)NC[C@H]1C[C@H](CC1)NC1=NC=C(C=C1)N1N=C(C=CC1=O)C 3-methyl-N-[[(1R,3S)-3-[[5-(3-methyl-6-oxo-pyridazin-1-yl)-2-pyridyl]amino]cyclopentyl]methyl]isoxazole-5-carboxamide